7-Octynohydroxamic Acid C(CCCCCC#C)(=O)NO